(2R,4R)-4-bromo-2-(methoxycarbonyl)tetrahydropyrrole-1-carboxylic acid-2-methylpropan-2-yl ester CC(C)(C)OC(=O)N1[C@H](C[C@H](C1)Br)C(=O)OC